OC1(CCNCC1)CC(=O)OCC ethyl 2-(4-hydroxy-4-piperidyl)acetate